2-(2,6-diethyl-4-methylphenyl)-acetic acid C(C)C1=C(C(=CC(=C1)C)CC)CC(=O)O